CC=1/C(/C2=CC=CC=C2C1CC1=NOC(N1)=O)=C/C1=CC=C(C=C1)OC1=CC=CC=C1 (Z)-3-((2-methyl-1-(4-phenoxybenzylidene)-1H-inden-3-yl)methyl)-1,2,4-oxadiazol-5(4H)-one